O[C@@H]([C@@H](C(=O)N[C@@H](CC(C)C)B1OCCNCC(O1)=O)NC(C1=NC(=CC=C1)C1=CC=CC=C1)=O)C N-((2S,3R)-3-hydroxy-1-(((R)-3-methyl-1-(4-oxo-1,3,6,2-dioxazaborocan-2-yl)butyl)amino)-1-oxobutan-2-yl)-6-phenylpicolinamide